FC1=C(C=CC(=C1)S(=O)(=O)C)C1=CC(=NC2=C(N=CC=C12)C1=CC=NN1C1OCCCC1)N1[C@@H](COCC1)C 4-[2-fluoro-4-(methylsulfonyl)phenyl]-2-[(3R)-3-methylmorpholin-4-yl]-8-[1-(tetrahydro-2H-pyran-2-yl)-1H-pyrazol-5-yl]-1,7-naphthyridine